methyl methyllactate CC(C(=O)OC)(O)C